NC=1C=C(C=C(C1)C(F)(F)F)[C@@H](C)NC1=NC(=NC2=CC(=C(C=C12)OC)OC)C1CC1 (R)-N-(1-(3-amino-5-(trifluoromethyl)phenyl)ethyl)-2-cyclopropyl-6,7-dimethoxyquinazoline-4-amine